BrC1=CC=2C(C3=CC=CC=C3C2C=C1)(C1=CC=CC=C1)CC(=C)C 2-bromo-9-(2-methylallyl)-9-phenyl-9H-fluorene